[Cd].FC=1C(=C(C=CC1F)C(C)=O)OC 1-(3,4-difluoro-2-methoxyphenyl)ethan-1-one Cadmium